BrC(C)C=1C=C(C=C2C(C(=C(OC12)N1CCOCC1)C)=O)C 8-(1-bromoethyl)-3,6-dimethyl-2-morpholino-chromen-4-one